FC(C1=CC=C(C=C1)C1[C@@H]2CN(C[C@H]12)C(=O)C1CC2(C1)NC(OC2)=O)(F)F 2-((1R,5S,6S)-6-(4-(trifluoromethyl)phenyl)-3-azabicyclo[3.1.0]hexane-3-carbonyl)-7-oxa-5-azaspiro[3.4]octan-6-one